1-(4-fluoro-2-methylphenyl)-3-(5-methyl-6-oxo-1,6-dihydropyridin-3-yl)-7-(trifluoromethyl)-2,3-dihydroquinazolin-4(1H)-one FC1=CC(=C(C=C1)N1CN(C(C2=CC=C(C=C12)C(F)(F)F)=O)C1=CNC(C(=C1)C)=O)C